(rac)-2-((2'S,3'R,5'R)-6-chloro-3'-(3-chlorophenyl)-1'-(cyclopropylmethyl)-2,6'-dioxo-1-((2-(trimethylsilyl)ethoxy)methyl)spiro[indoline-3,2'-piperidine]-5'-yl)acetic acid ClC1=CC=C2C(=C1)N(C([C@@]21N(C([C@H](C[C@@H]1C1=CC(=CC=C1)Cl)CC(=O)O)=O)CC1CC1)=O)COCC[Si](C)(C)C |r|